2-((3R,4S)-1-(tert-butoxycarbonyl)-4-hydroxypyrrolidin-3-yl)-1-methyl-2H-indazol-1-ium C(C)(C)(C)OC(=O)N1C[C@H]([C@H](C1)O)N1[N+](=C2C=CC=CC2=C1)C